NC1=NC=2C=CC(=CC2C2=C1CCC2)C(=O)N([C@H](C)C2=NC=CC=N2)CC2=NC=C(C=C2)C#N 4-amino-N-((5-cyano-2-pyridinyl)methyl)-N-((1R)-1-(2-pyrimidinyl)ethyl)-2,3-dihydro-1H-cyclopenta[c]quinoline-8-carboxamide